trans-tert-butyl (4-((5-fluoro-4-(2-oxo-2H-[1,2'-bipyridin]-4'-yl)pyrimidin-2-yl)amino)cyclohexyl)carbamate FC=1C(=NC(=NC1)N[C@@H]1CC[C@H](CC1)NC(OC(C)(C)C)=O)C1=CC(=NC=C1)N1C(C=CC=C1)=O